ClC=1C=C2CC(N(C2=CC1)CC(=O)NCC1=C(C=CC=C1)SC(F)(F)F)=O 2-(5-chloro-2-oxo-2,3-dihydro-1H-indol-1-yl)-N-{2-[(trifluoromethyl)thio]benzyl}acetamide